2-bromo-3,4,5,6-tetrafluorobenzoyl chloride BrC1=C(C(=O)Cl)C(=C(C(=C1F)F)F)F